NC=1N=CC(=C2C1N(N=C2)C)NC(C(=O)N2C(COCC2C2=NC=C(C=C2)OC(F)(F)F)C)=O N-(7-amino-1-methyl-1H-pyrazolo[3,4-c]pyridin-4-yl)-2-(3-methyl-5-(5-(trifluoromethoxy)pyridin-2-yl)morpholino)-2-oxoacetamide